1,5-diisocyanatododecane N(=C=O)CCCCC(CCCCCCC)N=C=O